(R)-1-methyl-5-(1-(1-phenylethyl)-1H-pyrazol-4-yl)pyridin-2(1H)-one CN1C(C=CC(=C1)C=1C=NN(C1)[C@H](C)C1=CC=CC=C1)=O